3'-Methyl-2-(3-methylbut-2-enoyl)-1'-(naphthalen-2-yl)-2H-spiro[phthalazine-1,4'-pyrazol]-5'(1'H)-one CC1=NN(C(C12N(N=CC1=CC=CC=C12)C(C=C(C)C)=O)=O)C1=CC2=CC=CC=C2C=C1